COCCOC=1C=NC=CC1C1=C(C=2C(NCCC2N1)=O)NC1=CC=CC=C1 2-[3-(2-methoxyethoxy)pyridin-4-yl]-3-(phenylamino)-1,5,6,7-tetrahydro-4H-pyrrolo[3,2-c]pyridin-4-one